ClC=1N=C(C2=C(N1)C(=C(N=C2)Cl)F)N2CCC(CCC2)C#N 1-(2,7-dichloro-8-fluoro-pyrido[4,3-d]pyrimidin-4-yl)azepane-4-carbonitrile